ClC1=C(SC(=C1)C1CCNCC1)C(=O)NC=1C=C(C=2N(C1)C=C(N2)C)F 3-chloro-N-[8-fluoro-2-methylimidazo[1,2-a]pyridin-6-yl]-5-(piperidin-4-yl)thiophene-2-carboxamide